(3S,4R)-4-(((4-fluorophenyl)thio)methyl)-1-phenylhex-5-en-3-ol FC1=CC=C(C=C1)SC[C@@H]([C@H](CCC1=CC=CC=C1)O)C=C